CCCCO[N+](=O)[O-] N-butyl nitrate